SC1SC=CC=N1 2-mercapto-2H-1,3-thiazine